cyclobutyl-4-hydroxy-1-(2-morpholinylethyl)-2-oxo-1,2-dihydro-1,8-naphthyridine-3-carboxylic acid ethyl ester C(C)OC(=O)C=1C(N(C2=NC=CC(=C2C1O)C1CCC1)CCN1CCOCC1)=O